C1(CCCC1)C1C(CCC1)OC(\C=C\C)=O (E)-but-2-enoic acid-2-cyclopentylcyclopentyl ester